(RS)-3-(4-{[6-(2,2,2-trifluoro-ethoxy)-pyridine-3-carbonyl]-amino}-phenyl)-pyrrolidine-1-carboxylic acid tert-butyl ester C(C)(C)(C)OC(=O)N1C[C@H](CC1)C1=CC=C(C=C1)NC(=O)C=1C=NC(=CC1)OCC(F)(F)F |r|